C=1N=CN2C1C(=NC=C2)N2CCC1(CCN(C1)C=1C=NC(=CC1)C(F)(F)F)CC2 8-{imidazo[1,5-a]pyrazin-8-yl}-2-[6-(trifluoromethyl)pyridin-3-yl]-2,8-diazaspiro[4.5]decane